butoxycarbonyl-lysine C(CCC)OC(=O)N[C@@H](CCCCN)C(=O)O